tert-butyl 6-(2-(1-methylpiperidin-4-yl)benzo[d]thiazol-5-yl)-3,4-dihydropyridine-1(2H)-carboxylate CN1CCC(CC1)C=1SC2=C(N1)C=C(C=C2)C2=CCCCN2C(=O)OC(C)(C)C